2-methyl-glycin CC(N)C(=O)O